5-(3-(trifluoromethyl)-5,6-dihydro-[1,2,4]triazolo[4,3-a]pyrazin-7(8H)-yl)pyrazine-2-carbonitrile FC(C1=NN=C2N1CCN(C2)C=2N=CC(=NC2)C#N)(F)F